5-(4-fluorophenyl)-4-oxo-1,4-dihydropyridine-3-carboxamide FC1=CC=C(C=C1)C=1C(C(=CNC1)C(=O)N)=O